C(C)(=O)O[C@@H](COC1=C(C=C(C=C1Cl)S(=O)(=O)C1=CC=C(C=C1)OC[C@@H](CN(C(C)=O)S(=O)(=O)C)OC(C)=O)Cl)CCl (S)-1-(4-((4-((R)-2-acetoxy-3-(N-(methylsulfonyl)acetamido)propoxy)phenyl)sulfonyl)-2,6-dichlorophenoxy)-3-chloropropan-2-yl acetate